6-bromo-5-methoxy-3-(2-methoxyethyl)benzo[d]oxazol-2(3H)-one BrC1=CC2=C(N(C(O2)=O)CCOC)C=C1OC